NC=1N=C(SC1C(C1=CC=C(C=C1)OCC(=O)NC)=O)N(C1=CC=C(C=C1)F)[C@@H](C(=O)N)C (R)-2-(N-[4-amino-5-[4-[2-(methylamino)-2-oxo-ethoxy]benzoyl]thiazol-2-yl]-4-fluoro-anilino)propanamide